FC(OC1=C(C=CC=C1)CC(=O)O)F [2-(difluoromethoxy)phenyl]acetic acid